(4-chlorophenyl)-3-methyl-4-{3-phenethyl-1-[2-(pyrrolidin-1-yl)ethyl]ureido}benzamide ClC1=CC=C(C=C1)C1=C(C(=O)N)C=CC(=C1C)N(C(=O)NCCC1=CC=CC=C1)CCN1CCCC1